CN1N=NC(=C1)C(=O)NC[C@@H]1C[C@@H](CC1)NC1=NC=C(C=C1)N1N=CC=CC1=O |r| 1-methyl-N-[[rac-(1S,3R)-3-[[5-(6-oxopyridazin-1-yl)-2-pyridyl]amino]cyclopentyl]methyl]triazole-4-carboxamide